3-Oxo-3-(4-(5-(trifluoromethyl)pyrimidin-2-yl)piperazin-1-yl)propionic acid O=C(CC(=O)O)N1CCN(CC1)C1=NC=C(C=N1)C(F)(F)F